2-(2-chlorophenyl)-N-[4-(1-cyclopentyl-1H-pyrazol-4-yl)-3-{[(dimethylamino)methylidene]sulfamoyl}phenyl]acetamide ClC1=C(C=CC=C1)CC(=O)NC1=CC(=C(C=C1)C=1C=NN(C1)C1CCCC1)S(N=CN(C)C)(=O)=O